COC(=O)[C@H]1[C@@H](C1)C(NC=1N=CC2=C(N=C(C=C2C1)C=1C=NC=CC1C)N(CC1=C(C=C(C=C1)OC)OC)CC1=C(C=C(C=C1)OC)OC)=O |r| (+-)-trans-2-(8-(bis(2,4-dimethoxybenzyl)amino)-6-(4-methylpyridin-3-yl)-2,7-naphthyridin-3-ylcarbamoyl)cyclopropanecarboxylic acid methyl ester